C(C1CCCO1)N tetrahydrofurfuryl-ammonia